COS(=O)(=O)[O-].CC=1C=[N+](C=CC1)CC 3-methyl-1-ethylpyridinium methyl-sulfate